N-(3-fluoro-4-((3-oxo-3,4-dihydropyrido[2,3-b]pyrazin-8-yl)oxy)phenyl)-3-(4-fluorophenyl)-1-isopropyl-2,4-dioxo-1,2,3,4-tetrahydropyrimidine-5-carboxamide FC=1C=C(C=CC1OC1=CC=NC=2NC(C=NC21)=O)NC(=O)C=2C(N(C(N(C2)C(C)C)=O)C2=CC=C(C=C2)F)=O